FC=1C=C(C=2C(C(CCC2C1C)(C)CCCO)=O)NC(C)=O N-(3-Fluoro-7-(3-hydroxypropyl)-4,7-dimethyl-8-oxo-5,6,7,8-tetrahydronaphthalen-1-yl)acetamide